Ketodiamine O(N)N